(2-(tert-butyloxycarbonyl)-1,2,3,4-tetrahydroisoquinolin-8-yl)boronic acid C(C)(C)(C)OC(=O)N1CC2=C(C=CC=C2CC1)B(O)O